C(C)OC1CC(CC=C1C)C(=C)C 6-ethoxy-4-(1-methylvinyl)-1-methylcyclohexene